FC(C)C=1C=C2C=CC=NC2=CC1 6-(1-fluoroethyl)quinoline